BrC1=CC=C(N=N1)N[C@@H]1CC[C@H]2CN(C[C@H]21)C(=O)C2=CC=1C=NC=CC1S2 [(3aS,4R,6aR)-4-[(6-Bromo-3-pyridazinyl)amino]hexahydrocyclopenta[c]pyrrol-2(1H)-yl](thieno[3,2-c]pyridin-2-yl)-methanone